NC1=CC=C(C=C1)SC=1C=2N(C(=NC1)N1CCC3(CCC[C@H]3N)CC1)C=NN2 (R)-8-(8-((4-aminophenyl)thio)-[1,2,4]triazolo[4,3-c]pyrimidin-5-yl)-8-azaspiro[4.5]decan-1-amine